tert-butyl 3-amino-3-(pyridin-2-yl)azetidine-1-carboxylate NC1(CN(C1)C(=O)OC(C)(C)C)C1=NC=CC=C1